3-(2-{5-[(3R,5R)-3-amino-5-fluoropiperidine-1-carbonyl]-7-methoxy-1-methyl-1H-1,3-benzodiazol-2-yl}-1-(cyclopropylmethyl)-1H-indol-6-yl)-5H,6H,7H-pyrrolo[3,4-b]pyridin-5-one N[C@H]1CN(C[C@@H](C1)F)C(=O)C1=CC2=C(N(C(=N2)C=2N(C3=CC(=CC=C3C2)C=2C=C3C(=NC2)CNC3=O)CC3CC3)C)C(=C1)OC